methyl N-BOC-3-allylazetidine-3-carboxylate C(=O)(OC(C)(C)C)N1CC(C1)(C(=O)OC)CC=C